C(C1=CC=CC=C1)N(C(OC(C)(C)C)=O)C1=NC(=NN2C1=CC=C2NC2COCC2)N2C(=CC1=C(C=CC=C21)C#N)C tert-butyl benzyl(2-(4-cyano-2-methyl-1H-indol-1-yl)-7-((tetrahydrofuran-3-yl)amino)pyrrolo[2,1-f][1,2,4]triazin-4-yl)carbamate